Cl.O1C(=CC=C1)C(C)N 1-(furan-2-yl)ethan-1-amine hydrochloride